C(C)(C)(C)C=1C=C(CC2=C(C(=C(C(=C2C)CC2=CC(=C(C(=C2)C(C)(C)C)O)C(C)(C)C)C)CC2=CC(=C(C(=C2)C(C)(C)C)O)C(C)(C)C)C)C=C(C1O)C(C)(C)C 1,3,5-tris(3,5-di-tert-butyl-4-hydroxybenzyl)-2,4,6-trimethyl-benzene